FC(OC1=C(C=C(C=C1)[N+](=O)[O-])C=1N=C(OC1)C)F 4-(2-(difluoromethoxy)-5-nitrophenyl)-2-methyloxazole